COC1=C(N)C=CC=C1C1=NN(C=N1)C1OCCCC1 2-methoxy-3-(1-(tetrahydro-2H-pyran-2-yl)-1H-1,2,4-triazol-3-yl)aniline